S1C(CCCC1)C(=O)O.N(CCO)(CCO)CCO triethanolamine thianate